t-amyl peroxy-propionate C(CC)(=O)OOC(C)(C)CC